pyrrolo[1,2-a]Pyrazin-1(2H)-one C1(C=2N(C=CN1)C=CC2)=O